Diethyl [2-(1,3,6,8-tetrabromo-9H-carbazol-9-yl)ethyl]phosphonate BrC1=CC(=CC=2C3=CC(=CC(=C3N(C12)CCP(OCC)(OCC)=O)Br)Br)Br